propanesulfonic acid potassium salt [K+].C(CC)S(=O)(=O)[O-]